1-((2R,5S)-4-(6-chloro-8-fluoro-7-(2-fluoro-6-methoxy-phenyl)quinazolin-4-yl)-2,5-dimethyl-piperazin-1-yl)prop-2-en-1-one ClC=1C=C2C(=NC=NC2=C(C1C1=C(C=CC=C1OC)F)F)N1C[C@H](N(C[C@@H]1C)C(C=C)=O)C